ethyl 9-[(1R)-1-(3,5-difluoroanilino)ethyl]-2-morpholino-4-oxo-pyrido[1,2-a]pyrimidine-7-carboxylate FC=1C=C(N[C@H](C)C2=CC(=CN3C2=NC(=CC3=O)N3CCOCC3)C(=O)OCC)C=C(C1)F